methyl 2-chloro-4-[4-(trifluoromethyl)-1H-imidazol-2-yl]benzoate Sodium acetate C(C)(=O)[O-].[Na+].ClC1=C(C(=O)OC)C=CC(=C1)C=1NC=C(N1)C(F)(F)F